(5S,6R)-8-(6-Bromo-1H-indazol-4-yl)-6-methyl-1,3,8-triazaspiro[4.5]decane-2,4-dione BrC1=CC(=C2C=NNC2=C1)N1C[C@H]([C@]2(C(NC(N2)=O)=O)CC1)C